OC1(CN(C1)C(=O)OC(C)(C)C)C1NCCNC1 1,1-dimethylethyl 3-hydroxy-3-piperazin-2-ylazetidine-1-carboxylate